6-bromo-3-methylimidazo[1,2-a]pyrimidine BrC=1C=NC=2N(C1)C(=CN2)C